(S)-N-(6-(5-ethylisoxazol-3-yl)-2,3-dihydrobenzofuran-3-yl)-2-methyl-2H-tetrazole-5-carboxamide C(C)C1=CC(=NO1)C1=CC2=C([C@@H](CO2)NC(=O)C=2N=NN(N2)C)C=C1